4-(N-(6-(8-(benzo[d]thiazol-2-ylcarbamoyl)-3,4-dihydroisoquinolin-2(1H)-yl)-3-(1-(cyclohexylmethyl)-5-methyl-1H-pyrazol-4-yl)picolinoyl)sulfamoyl)butanoic acid S1C(=NC2=C1C=CC=C2)NC(=O)C=2C=CC=C1CCN(CC21)C2=CC=C(C(=N2)C(=O)NS(=O)(=O)CCCC(=O)O)C=2C=NN(C2C)CC2CCCCC2